C\C(=C/CCCCC(=O)O)\C(=O)NC (E)-7-methyl-8-(methylamino)-8-oxooct-6-enoic acid